CC1=CC=CC(=N1)C1=NC=CC(=N1)NC1=NC(=NC=C1)NC=1C=CC(=C(C1)CC(=O)O[C@@H](CC)C)N1CCNCC1 [(1R)-1-methylpropyl] 2-[5-[[4-[[2-(6-methyl-2-pyridyl)pyrimidin-4-yl]amino]pyrimidin-2-yl]amino]-2-piperazin-1-yl-phenyl]acetate